CN(C1CCC(CC1)NC1=NC=2N(C(C(=NC2C=N1)C1=CC(=C(C=C1)NS(=O)(=O)C1CC2(C1)CCC2)F)=O)C(C)C)C N-[4-[2-[[4-(Dimethylamino)cyclohexyl]amino]-8-isopropyl-7-oxo-pteridin-6-yl]-2-fluoro-phenyl]spiro[3.3]heptane-2-sulfonamide